2,7-dimethyl-8-nonene CC(C)CCCCC(C=C)C